(S)-2-Amino-2-((1s,4R)-4-methylcyclohexyl)-N-(4-(((S)-2-oxo-4-(trifluoromethyl)imidazolidin-1-yl)methyl)pyridin-2-yl)acetamide N[C@H](C(=O)NC1=NC=CC(=C1)CN1C(N[C@@H](C1)C(F)(F)F)=O)C1CCC(CC1)C